(S)-2-(1-amino-1,3-dihydrospiro[indene-2,4'-piperidine]-1'-yl)-5-(3-(2-amino-3-chloropyridin-4-yl)prop-1-yn-1-yl)-3-methylpyrimidin-4(3H)-one N[C@@H]1C2=CC=CC=C2CC12CCN(CC2)C2=NC=C(C(N2C)=O)C#CCC2=C(C(=NC=C2)N)Cl